(S,E)-2-(3-(2,4-dichlorophenyl)acrylamido)-4,4-dimethylpentanoic acid ClC1=C(C=CC(=C1)Cl)/C=C/C(=O)N[C@H](C(=O)O)CC(C)(C)C